benzyl-quinolizine tert-butyl-3-(N-(tert-butoxycarbonyl)-N-methylalanyl)-5-fluoro-1H-indole-1-carboxylate C(C)(C)(C)OC(=O)N1C=C(C2=CC(=CC=C12)F)C([C@@H](N(C)C(=O)OC(C)(C)C)C)=O.C(C1=CC=CC=C1)C=1C=CCN2C=CC=CC12